NC=1C(=NC2=C(C(=CC=C2C1)Br)F)N1CC(C1)N(C)C 3-amino-7-bromo-2-(3-(dimethylamino)azetidin-1-yl)-8-fluoroquinolin